FC(COC=1C=C(C(=O)O)C=CC1)F 3-(2,2-difluoroethoxy)benzoic acid